Calcium sulfid [S-2].[Ca+2]